3,3-dibutyl-7-(methylthio)-1,1-dioxo-5-phenyl-2,3,4,5-tetrahydro-1H-1,5-benzothiazepine C(CCC)C1(CS(C2=C(N(C1)C1=CC=CC=C1)C=C(C=C2)SC)(=O)=O)CCCC